[Sr+2].C(C=C)(=O)[O-].C(C=C)(=O)[O-] acrylic acid strontium salt